1-((3S)-4-(6-chloro-8-fluoro-7-(2-fluoro-6-hydroxy-phenyl)quinazolin-4-yl)-3-methyl-piperazin-1-yl)prop-2-en-1-one ClC=1C=C2C(=NC=NC2=C(C1C1=C(C=CC=C1O)F)F)N1[C@H](CN(CC1)C(C=C)=O)C